C1(CCCC1)CN1N=CC(=C1)C=1C(=NC(=CC1)C)C1=CC=C2C=C(C=NC2=C1)F 7-(3-(1-(cyclopentylmethyl)-1H-pyrazol-4-yl)-6-methylpyridin-2-yl)-3-fluoroquinoline